1-(4-{[5-(2,2-difluoroethyl)-4-[(3S,4S)-3,4-difluoropyrrolidin-1-yl]pyrimidine-2-yl]amino}phenyl)piperidin-3-ol FC(CC=1C(=NC(=NC1)NC1=CC=C(C=C1)N1CC(CCC1)O)N1C[C@@H]([C@H](C1)F)F)F